N-(10-(2-carboxy-5-((2-(2-((6-chlorohexyl)oxy)ethoxy)ethyl)carbamoyl)phenyl)-7-(dimethylamino)-9,9-dimethylanthracen-2(9H)-ylidene)-N-methylmethanaminium C(=O)(O)C1=C(C=C(C=C1)C(NCCOCCOCCCCCCCl)=O)C1=C2C=CC(C=C2C(C2=CC(=CC=C12)N(C)C)(C)C)=[N+](C)C